6-acetamido-N-(2-methyl-5-((4-((4-methylpiperazin-1-yl)methyl)-3-(trifluoromethyl)phenyl)carbamoyl)phenyl)nicotinamide C(C)(=O)NC1=NC=C(C(=O)NC2=C(C=CC(=C2)C(NC2=CC(=C(C=C2)CN2CCN(CC2)C)C(F)(F)F)=O)C)C=C1